4-methyl-5-[3-methyl-7-(4-morpholinoanilino)imidazo[4,5-b]pyridin-5-yl]oxy-pyridine-2-carbonitrile CC1=CC(=NC=C1OC1=CC(=C2C(=N1)N(C=N2)C)NC2=CC=C(C=C2)N2CCOCC2)C#N